ClC1=CC=C(CCN[C@H](C(=O)C2=CNC3=CC(=CC=C23)C=2N=NN(C2)C)C2=CC=CC=C2)C=C1 |r| (S)- and (R)-2-((4-Chlorophenethyl)amino)-1-(6-(1-methyl-1H-1,2,3-triazol-4-yl)-1H-indol-3-yl)-2-phenylethan-1-one